C1(C=CC=C1)[Mg]C1(C=CC=C1)CC.[Mg] magnesium cyclopentadienyl-(ethylcyclopentadienyl)magnesium